FC1=C(C=C(C=C1)F)NC=1SC(=CN1)Cl 2,5-difluoro-N-(5-chlorothiazol-2-yl)-phenylamine